C(C)(C)(C)[Si](C)(C)OCC(=C)CI tert-butyl((2-(iodomethyl)allyl)oxy)dimethyl-silane